OCC1(CC1)N1S(CCC1)(=O)=O 2-(1-(hydroxymethyl)cyclopropyl)isothiazolidine 1,1-dioxide